2-(4-(2-(4-chloro-2-fluorophenyl)-2-methylbenzo[d][1,3]dioxol-4-yl)-2,6-difluorobenzyl)-3-((1-(fluoromethyl)cyclopropyl)methyl)-3H-imidazo[4,5-b]pyridine-5-carboxylic acid ClC1=CC(=C(C=C1)C1(OC2=C(O1)C=CC=C2C2=CC(=C(CC1=NC=3C(=NC(=CC3)C(=O)O)N1CC1(CC1)CF)C(=C2)F)F)C)F